(1S,3aR,6aS)-N-((S)-4-hydroxy-3-oxo-1-((R)-2-oxopyrrolidin-3-yl)butan-2-yl)-2-((S)-5-oxo-2-phenylpyrrolidine-2-carbonyl)octahydrocyclopenta[c]pyrrole-1-carboxamide OCC([C@H](C[C@@H]1C(NCC1)=O)NC(=O)[C@H]1N(C[C@H]2[C@@H]1CCC2)C(=O)[C@@]2(NC(CC2)=O)C2=CC=CC=C2)=O